ClC=1C=C2CC(COC2=CC1)C(=O)C1=CN(C2=CC(=CC=C12)C=1C=NNC1OC)CC1CN(C1)C (6-Chlorochroman-3-yl)-[6-(5-methoxy-1H-pyrazol-4-yl)-1-[(1-methylazetidin-3-yl)methyl]indol-3-yl]methanone